4-(5-(4-aminopiperidin-1-yl)-2-(3-fluoro-4-methoxyphenyl)-1H-indol-1-yl)-N-methylbenzamide NC1CCN(CC1)C=1C=C2C=C(N(C2=CC1)C1=CC=C(C(=O)NC)C=C1)C1=CC(=C(C=C1)OC)F